N-Ethyl-2-(6-fluoro-5-methoxy-1H-indazol-3-yl)-N-methylethan-1-amine C(C)N(CCC1=NNC2=CC(=C(C=C12)OC)F)C